BrC=1C=C2CC(CC2=CC1)(C)C 5-bromo-2,2-dimethyl-2,3-dihydro-1H-indene